4-(1-aminoethyl)aniline NC(C)C1=CC=C(N)C=C1